((3S,4S)-3-amino-4-methoxypiperidin-1-yl)methanone hydrochloride Cl.N[C@H]1CN(CC[C@@H]1OC)C=O